F[C@@H]1[C@H](CNC1)NC1=CC=CC(=N1)C1=CN=C2N1C=C(C=C2)C(C)(C)O 2-(3-(6-(((3S,4S)-4-fluoropyrrolidin-3-yl)amino)pyridin-2-yl)imidazo[1,2-a]pyridin-6-yl)propan-2-ol